N1=CC(=CC=C1)NC1=NC=CC(=C1)C=1C=C2C(=NNC2=CC1)N 5-(2-(pyridine-3-ylamino)pyridine-4-yl)-1H-indazol-3-amine